BrC1=C2C=CN(C2=C(C=C1OC)Cl)C(=O)OC(C)(C)C tert-butyl 4-bromo-7-chloro-5-methoxyindole-1-carboxylate